C(C)(=O)OC1=CC(=C(C2=CC=CC(=C12)OC)O)C(C)=O 3-acetyl-4-hydroxy-8-methoxynaphthalen-1-yl acetate